NC1=NNC2=CC=C(C=C12)C1=CC(=NC=C1)NC=1C=C(C=CC1)O 3-((4-(3-Amino-1H-indazol-5-yl)pyridin-2-yl)amino)phenol